tris(2,6-dimethyl-3,5-heptanedione) iron [Fe].CC(C)C(CC(C(C)C)=O)=O.CC(C)C(CC(C(C)C)=O)=O.CC(C)C(CC(C(C)C)=O)=O